FC1(CC(=CC=C1)C(F)(F)F)[N+](=O)[O-] 4-fluoro-4-nitro-2-trifluoromethylbenzol